(4Z,7Z,10Z,13Z,16Z,19Z)-Docosa-4,7,10,13,16,19-hexaenoic acid (S)-1-{(S)-1-[(S)-1-((S)-1-allyloxycarbonyl-ethoxycarbonyl)-ethoxycarbonyl]-ethoxycarbonyl}-ethyl ester C(C=C)OC(=O)[C@H](C)OC(=O)[C@H](C)OC(=O)[C@H](C)OC(=O)[C@H](C)OC(CC\C=C/C\C=C/C\C=C/C\C=C/C\C=C/C\C=C/CC)=O